C(CCC)C1=CC=C(C=C1)[NH+](CCCCCCCCCC)CCCCCCCCCC 4-butyl-N,N-didecylbenzenaminium